1H-1,2,3-triazole-4-xylic acid N1N=NC(=C1)CC=1C(=C(C=CC1)C(=O)O)C